1-O-α-L-arabinofuranosyl-(1→6) β-D-glucopyranoside O([C@H]1[C@H](O)[C@@H](O)[C@H](O)[C@H](O1)CO)[C@H]1[C@H](O)[C@@H](O)[C@@H](O1)CO